N-methyl-1'-(4-(trifluoro-methyl)phenyl)-1',4'-dihydro-2'H-spiro[pyrrolidine-3,3'-[1,5]naphthyridine]-1-sulfonamide CNS(=O)(=O)N1CC2(CN(C3=CC=CN=C3C2)C2=CC=C(C=C2)C(F)(F)F)CC1